diethyl (4-nitrophenyl) phosphate P(=O)(OCC)(OCC)OC1=CC=C(C=C1)[N+](=O)[O-]